iron naphthate C1(=CC=CC2=CC=CC=C12)C(=O)[O-].[Fe+2].C1(=CC=CC2=CC=CC=C12)C(=O)[O-]